FC(C1=CC=C(C=C1)N1C[C@@H](CC2=CC=CC=C12)NCCO)(F)F |o1:10| (R)- or (S)-2-((1-(4-(trifluoromethyl)-phenyl)-1,2,3,4-tetrahydro-quinolin-3-yl)amino)-ethan-1-ol